1-(2-(4-bromophenyl)propan-2-yl)piperidine-4-carboxylic acid methyl ester COC(=O)C1CCN(CC1)C(C)(C)C1=CC=C(C=C1)Br